C(C)OC(CCCOC1=C(C=C(C=C1F)C1=CC=C2C=CN(C2=C1)CC1CC1)F)=O 4-[4-(1-cyclopropylmethyl-1H-indol-6-yl)-2,6-difluoro-phenoxy]-butyric acid ethyl ester